[Si](C)(C)(C(C)(C)C)OC1=NC(=CC=C1)Cl 2-((tert-Butyldimethylsilyl)oxy)-6-chloropyridin